tert-butyl [(1-{2-fluoro-4-(pentan-3-ylcarbamoyl)-5-[(2S)-pentan-2-yloxy]phenyl}-4-methyl-5-oxo-4,5-dihydro-1H-1,2,4-triazol-3-yl)methyl]methylcarbamate FC1=C(C=C(C(=C1)C(NC(CC)CC)=O)O[C@@H](C)CCC)N1N=C(N(C1=O)C)CN(C(OC(C)(C)C)=O)C